2-methyl-1-(2-methylpropyl)imidazole CC=1N(C=CN1)CC(C)C